N1N=CC(=C1)S(=O)(=O)C=1C=C2C=NN(C(C2=CC1)=O)CC1=NC(=CC=C1F)C 6-((1H-pyrazol-4-yl)sulfonyl)-2-((3-fluoro-6-methylpyridin-2-yl)methyl)phthalazin-1(2H)-one